CC(C1=CC=CC=C1)C1=C(C=CC=C1)C1=C(C(=C(C(=C1C(C1=CC=CC=C1)C)C(C1=CC=CC=C1)C)C(C1=CC=CC=C1)C)C(C1=CC=CC=C1)C)C(C1=CC=CC=C1)C hexa-(α-methylbenzyl)-biphenyl